2-(3-(2-(2-aminoethoxy)ethoxy)propionylamino)-N-(4,5-dimethylthiazol-2-yl)-6-methylnicotinamide NCCOCCOCCC(=O)NC1=C(C(=O)NC=2SC(=C(N2)C)C)C=CC(=N1)C